Isobutylchloro-formate C(C(C)C)OC(=O)Cl